C12(C3C4C5C3C1C5C24)C2=NC(=NC4=NC(=C(N=C24)C)C)N2C[C@@H](O[C@@H](C2)C)C=2C=NN(C2)C2CC2 (2S,6R)-4-(4-cuban-1-yl-6,7-dimethyl-pteridin-2-yl)-2-(1-cyclopropylpyrazol-4-yl)-6-methyl-morpholine